6-amino-N-(3-(trifluoromethyl)phenyl)-2-azaspiro[3.3]heptane-2-carboxamide NC1CC2(CN(C2)C(=O)NC2=CC(=CC=C2)C(F)(F)F)C1